BrC1=C(C2=C(OC(O2)(C)C)C=C1F)F 5-bromo-4,6-difluoro-2,2-dimethylbenzo[d][1,3]dioxole